2-decyl-1,10-phenanthroline C(CCCCCCCCC)C1=NC2=C3N=CC=CC3=CC=C2C=C1